BrC1=CC=C(CC2(CCN(CC2)C(=O)OC(C)(C)C)C#N)C=C1 tert-butyl 4-(4-bromobenzyl)-4-cyanopiperidine-1-carboxylate